N-(4-methoxyphenyl)-N-methyl-3-(p-tolyl)propanamide aluminum compound with lithium hydroxide [OH-].[Li+].[Al+3].COC1=CC=C(C=C1)N(C(CCC1=CC=C(C=C1)C)=O)C.[OH-].[OH-].[OH-]